N,N,N-trimethylammonium toluyloxybenzenesulfonate C1(=C(C=CC=C1)OC1=C(C=CC=C1)S(=O)(=O)[O-])C.C[NH+](C)C